CNCCN1N=CC(=C1)C=1C=NC2=CC=C(C=C2C1)C=1C(=NNC1)C1=NC(=CC=C1)C N-methyl-2-[4-[6-[3-(6-methyl-2-pyridyl)-1H-pyrazol-4-yl]-3-quinolyl]pyrazol-1-yl]ethanamine